N=C(C=1SC2=C(N1)C=CC=C2)OC 2-(imino(methoxy)methyl)benzo[d]thiazol